C(C)(=O)NC1=C(C=CC=C1)N1CCCN(S1(=O)=O)CC(=O)NC1C2CC3(CC(CC1C3)C2)C(=O)N 4-(2-(6-(2-acetamidophenyl)-1,1-dioxido-1,2,6-thiadiazinan-2-yl)acetamido)adamantan-1-carboxamide